Zinc-dioxide [O-][O-].[Zn+2]